O=C1N(C(CC1)=O)OC(=O)C1=CC(=C(OC(=O)C=2C3=CC=CC=C3[N+](=C3C=CC=CC23)CCCS(=O)(=O)[O-])C(=C1)C)C 3-[9-[4-(2,5-dioxopyrrolidin-1-yl)oxycarbonyl-2,6-dimethylphenoxy]carbonylacridin-10-ium-10-yl]propane-1-sulfonate